C(#N)N1C[C@]2(CC2C1)NC(=O)C1=NNC(=C1)C1=C(C=CC=C1)SC1=CC=C(C=C1)F N-((1R)-3-cyano-3-azabicyclo[3.1.0]hexan-1-yl)-5-(2-((4-fluorophenyl)thio)phenyl)-1H-pyrazole-3-carboxamide